O1C(=NCC1)CCCCCCC=1OCCN1 1,6-bis(2-oxazoline-2-yl)hexane